(8S,10S)-8-acetyl-10-(((2R,4S,5S,6S)-4-amino-5-hydroxy-6-methyltetrahydro-2H-pyran-2-yl)oxy)-6,8,11-trihydroxy-1-methoxy-7,8,9,10-tetrahydrotetracene-5,12-dione C(C)(=O)[C@@]1(CC=2C(=C3C(C=4C=CC=C(C4C(C3=C(C2[C@H](C1)O[C@@H]1O[C@H]([C@H]([C@H](C1)N)O)C)O)=O)OC)=O)O)O